3-(7-methyl-6-phenyl-3H-imidazo[4,5-b]pyridin-2-yl)pyrrolidine-1-carbonitrile CC1=C2C(=NC=C1C1=CC=CC=C1)NC(=N2)C2CN(CC2)C#N